trans-N-[8-chloro-7-fluoro-6-(4-methylpyridin-3-yl)isoquinolin-3-yl]-2-(1-methyl-1H-pyrazol-4-yl)-3-[1-(triphenylmethyl)-1H-imidazol-4-yl]Cyclopropane-1-carboxamide ClC=1C(=C(C=C2C=C(N=CC12)NC(=O)C1C(C1C=1N=CN(C1)C(C1=CC=CC=C1)(C1=CC=CC=C1)C1=CC=CC=C1)C=1C=NN(C1)C)C=1C=NC=CC1C)F